BrC1=CC=C(C=C1)C12C(C3=NC=C(C=C3O1)Cl)(C(C(C2C2=CC=CC=C2)S(=O)(=O)N(C)C)=O)O 5a-(4-bromophenyl)-3-chloro-8a-hydroxy-N,N-dimethyl-8-oxo-6-phenyl-5a,7,8,8a-tetrahydro-6H-cyclopenta[4,5]furo[3,2-b]pyridine-7-sulfonamide